C1(CC1)NC(C([C@H](CCC(C)(F)F)NC(=O)[C@H]1N(CC2(C1)CCCCC2)C([C@H](C(C)(C)C)NC(OC2CCCC2)=O)=O)=O)=O Cyclopentyl ((S)-1-((S)-3-(((S)-1-(cyclopropylamino)-6,6-difluoro-1,2-dioxoheptan-3-yl)carbamoyl)-2-azaspiro[4.5]decan-2-yl)-3,3-dimethyl-1-oxobutan-2-yl)carbamate